C(CCC1=C(C=CC(=C1)C)S(=O)(=O)[O-])C1=C(C=CC(=C1)C)S(=O)(=O)OOC1=C(C=CC=C1)OC (2-methoxyphenoxy) propane-1,3-diylbis(4-methylbenzenesulfonate)